CC1=C(N=C(S1)C(F)(F)F)C=1C=C(C=CC1)C 5-methyl-4-(m-tolyl)-2-(trifluoromethyl)thiazole